1-(4-{3-[(1r,3R,5S,7r)-3,5-dimethyladamantane-1-yl]ureido}benzoyl)piperidine-4-carboxamide C[C@]12CC3(CC(C[C@@](C1)(C3)C)C2)NC(NC2=CC=C(C(=O)N3CCC(CC3)C(=O)N)C=C2)=O